N-hydroxy-7-phenethoxychromane-2-carboxamide ONC(=O)C1OC2=CC(=CC=C2CC1)OCCC1=CC=CC=C1